8-bromo-6-chloro-7-fluoro-1,4,4,9-tetramethyl-4,5-dihydro-[1,2,4]triazolo[4,3-a]quinoxaline BrC1=C(C(=C2NC(C=3N(C2=C1C)C(=NN3)C)(C)C)Cl)F